N(=[N+]=[N-])CCC(C(CC#N)=O)(C)C 5-azido-1-cyano-3,3-dimethyl-2-pentanone